3-(5-chlorothiazol-2-yl)-2-fluoro-5-hydroxybenzoic acid methyl ester COC(C1=C(C(=CC(=C1)O)C=1SC(=CN1)Cl)F)=O